7-((1-methoxypropan-2-yl)oxy)-4-(o-tolyl)isoquinolin-1(2H)-one COCC(C)OC1=CC=C2C(=CNC(C2=C1)=O)C1=C(C=CC=C1)C